FC(OC1=CC=C(C=C1)[NH-])(F)F 4-(trifluoromethoxy)phenylamide